tert-Butyl-(R)-3-(4-(1-methyl-1H-1,2,3-triazol-4-yl)-N-(8-methylisoquinolin-1-yl)benzamido)piperidine C(C)(C)(C)N1C[C@@H](CCC1)N(C(C1=CC=C(C=C1)C=1N=NN(C1)C)=O)C1=NC=CC2=CC=CC(=C12)C